carboxy-Silicate C(=O)(O)O[Si]([O-])([O-])[O-]